7-chloro-4-hydroxy-1-((1-((2-(trimethylsilyl)ethoxy)methyl)-1H-imidazol-4-yl)methyl)quinazolin-2(1H)-one ClC1=CC=C2C(=NC(N(C2=C1)CC=1N=CN(C1)COCC[Si](C)(C)C)=O)O